4-bromo-3-(5-tert-butylsulfonyl-5-azaspiro[3.4]octan-7-yl)-6-chloro-1,1a,2,7b-tetrahydrocyclopropa[c]quinoline BrC1=CC(=CC=2C3C(CN(C12)C1CN(C2(CCC2)C1)S(=O)(=O)C(C)(C)C)C3)Cl